ClC(=O)[C@@H]1N(CCC1)C(=O)OCC1=CC=CC=C1 (R)-benzyl 2-(chlorocarbonyl)pyrrolidine-1-carboxylate